1-benzyl-3-((2-bromophenyl)imino)indolin-2-one Isopropyl-(S)-2-((S)-2-butyramido-3-(1H-indol-3-yl)propanamido)-6-diazo-5-oxohexanoate C(C)(C)OC([C@H](CCC(C=[N+]=[N-])=O)NC([C@H](CC1=CNC2=CC=CC=C12)NC(CCC)=O)=O)=O.C(C1=CC=CC=C1)N1C(C(C2=CC=CC=C12)=NC1=C(C=CC=C1)Br)=O